tri(3-octyl) citrate C(CC(O)(C(=O)OC(CC)CCCCC)CC(=O)OC(CC)CCCCC)(=O)OC(CC)CCCCC